CC(C)CCC[C@@H](C)[C@H]1CC[C@H]2[C@@H]3CC=C4C[C@H](CC[C@]4(C)[C@H]3CC[C@]12C)O 5-Cholesten-3β-ol